C(C(C)(C)C)OC1=CC=C(N=N1)C(C(=O)N)C (6-(neopentyloxy)pyridazin-3-yl)propanamide